O=C1NC(CCC1N1C(N(C2=C1C=CC(=C2)CCOCCN2C[C@@H](OCC2)CNC(OC(C)(C)C)=O)C)=O)=O tert-butyl N-[[(2S)-4-[2-[2-[1-(2,6-dioxo-3-piperidyl)-3-methyl-2-oxo-benzimidazol-5-yl]ethoxy]ethyl]morpholin-2-yl]methyl]carbamate